2-amino-5-(2-methoxyethoxy)phenol NC1=C(C=C(C=C1)OCCOC)O